ClC=1C=C(C=CC1)C(=O)N1CCCC2=CC(=CC=C12)CNC(=O)C=1C=NN(C1)C(C)C N-{[1-(3-chlorobenzene-1-carbonyl)-1,2,3,4-tetrahydroquinolin-6-yl]methyl}-1-(propan-2-yl)-1H-pyrazole-4-carboxamide